2-(4-(5-chloro-2-(4-chloro-1H-1,2,3-triazol-1-yl)phenyl)-5-methoxy-2-oxopyridin-1(2H)-yl)-N-(2-oxo-2,3-dihydro-1H-benzo[d]imidazol-5-yl)acetamide ClC=1C=CC(=C(C1)C1=CC(N(C=C1OC)CC(=O)NC1=CC2=C(NC(N2)=O)C=C1)=O)N1N=NC(=C1)Cl